C(C#C)ONC1=CC=CC=C1 prop-2-ynoxyaniline